C[C@@]1(C=C)CC[C@@H]([C@@](CCC=C(C)C)(O)C)O1 |o1:1,6,7| rel-(3S,6S,7R)-3,7,11-trimethyl-3,6-epoxy-1,10-dodecadien-7-ol